N1N=C(C=C1)C1=CN(C2=NC=CC=C21)S(=O)(=O)C2=CC=C(C)C=C2 3-(1H-Pyrazol-3-yl)-1-tosyl-1H-pyrrolo[2,3-b]pyridine